2-hydroxy-ethyl methacrylate C(C(=C)C)(=O)OCCO